ClC1=C(C=C(C=C1)C1CCN(CC1)C(=O)OC(C)(C)C)OC Tert-butyl 4-(4-chloro-3-methoxyphenyl)piperidine-1-carboxylate